C(=O)(O)C=1C(=C(C(=O)NC(C2=C(C=C(C(=C2)O)C(=O)O)O)=O)C=C(C1)O)O N-(3-Carboxy-2,5-dihydroxybenzoyl)4-carboxy-2,5-dihydroxybenzamid